FC1=C(CN2[C@H](CCC2)C(=O)N)C=C(C=C1F)F (2,3,5-trifluorobenzyl)-D-prolinamide